CC1OC(=C(C1=O)OC(CCC)=O)C butyric acid 2,5-dimethyl-3-oxo-(2H)-furan-4-yl ester